C(CCCCCCCCCCC)C(C(OP(=O)([O-])O)(C)C)([N+](C)(C)C)CCCCCCCCCCCC dilauryl-dimethyl-phosphocholine